FC1=CC2=C(O[C@@H](CO2)C(=O)O)C=C1 (S)-6-fluoro-2,3-dihydrobenzo[b][1,4]dioxine-2-carboxylic acid